5,7-dihydrocyclopenta[c]pyridine-6,6-dicarboxylic acid dimethyl ester COC(=O)C1(CC2=C(C=NC=C2)C1)C(=O)OC